3-(3,4-dichlorophenyl)-1,1-dimethylurea ClC=1C=C(C=CC1Cl)NC(N(C)C)=O